1,1'-hexamethylene-bis-{5-(4-fluorophenyl)-biguanide} FC1=CC=C(C=C1)NC(NC(NCCCCCCNC(=N)NC(=N)NC1=CC=C(C=C1)F)=N)=N